N=S(=O)(C)CC1CN(C1)C(=O)OC(C)(C)C tert-butyl 3-{[imino(methyl)-oxo-λ6-sulfanyl]methyl}azetidine-1-carboxylate